5-(2-((tert-butoxycarbonyl)(methyl)amino)-[1,2,4]triazolo[1,5-a]pyridin-7-yl)-2-methoxynicotinic acid, lithium salt [Li+].C(C)(C)(C)OC(=O)N(C1=NN2C(C=C(C=C2)C=2C=NC(=C(C(=O)[O-])C2)OC)=N1)C